1,3,5-tris(3-mercaptobutyloxyethyl)-1,3,5-triazine-2,4,6(1H,3H,5H)-trion SC(CCOCCN1C(N(C(N(C1=O)CCOCCC(C)S)=O)CCOCCC(C)S)=O)C